2-(2-(2-allyloxyethoxy)ethoxy)ethan-1-ol C(C=C)OCCOCCOCCO